NCCCCCNCCCCCCCCN (5-amino-pentyl)(8-amino-octyl)amine